6-amino-2-butoxy-9-(2-methoxy-4-((methylamino)methyl)benzyl)-9H-purin-8-ol NC1=C2N=C(N(C2=NC(=N1)OCCCC)CC1=C(C=C(C=C1)CNC)OC)O